(1r,3r,5s)-8-azabicyclo[3.2.1]octan-3-ol C1C[C@H]2CC(C[C@@H]1N2)O